7-bromo-3-ethylimidazo[1,2-a]pyridine-2-carbaldehyde BrC1=CC=2N(C=C1)C(=C(N2)C=O)CC